Cl.CC(C(=O)O)(CNC)C 2,2-dimethyl-3-(methylamino)propanoic acid hydrochloride